(2R,5S)-5-((2S,5R)-2,5-dimethyl-morpholin-4-ylmethyl)-2-methyl-piperazine-1-carboxylic acid tert-butyl ester C(C)(C)(C)OC(=O)N1[C@@H](CN[C@H](C1)CN1C[C@@H](OC[C@H]1C)C)C